C1(=CC=CC=C1)N(C=1C=CC=2N(C3=CC=CC=C3C2C1)C1=CC=C(C=C1)C=1C2=CC=CC=C2C(=C2C=CC=CC12)C1=CC=CC=C1)C1=CC=CC=C1 N,N-diphenyl-9-[4-(10-Phenyl-9-anthryl)phenyl]-9H-carbazol-3-amine